5-hydroxy-6-(3-(3-hydroxyazetidin-1-yl)-2-(4-((4-(morpholinomethyl)phenyl)ethynyl)phenyl)propyl)pyrimidin-4(3H)-one OC=1C(NC=NC1CC(CN1CC(C1)O)C1=CC=C(C=C1)C#CC1=CC=C(C=C1)CN1CCOCC1)=O